(4R)-1'-(6-amino-5-((2-amino-3-chloropyridin-4-yl)thio)pyrazin-2-yl)hexahydrospiro[cyclopenta[b]furan-5,4'-piperidin]-4-amine NC1=C(N=CC(=N1)N1CCC2(CC1)[C@@H](C1C(OCC1)C2)N)SC2=C(C(=NC=C2)N)Cl